tert-butyl (5-(aminomethyl)-2-fluorophenyl)carbamate NCC=1C=CC(=C(C1)NC(OC(C)(C)C)=O)F